C1CCC2C3CCC(C12)C3 octahydro-4,7-methano-1H-inden